CC1=CN2CCCC2N1 3-methyl-1,4-diazabicyclo(3.3.0)octene